(1S,2S)-N-(6-((2R,4S)-4-azido-2-(6-cyclopropylimidazo[1,2-a]pyridin-2-yl)pyrrolidin-1-yl)pyrimidin-4-yl)-2-(3-chlorophenyl)cyclopropane-1-carboxamide N(=[N+]=[N-])[C@H]1C[C@@H](N(C1)C1=CC(=NC=N1)NC(=O)[C@@H]1[C@H](C1)C1=CC(=CC=C1)Cl)C=1N=C2N(C=C(C=C2)C2CC2)C1